N(C(=O)OC(C)(C)C)C(=O)OC(C)(C)C ditertiarybutyl iminodicarboxylate